N=C1C(=CC(=NN1CCCC(=O)O)C1=CC=CC=C1)C1=CC=CC=C1 4-(6-imino-3,5-diphenylpyridazin-1-yl)butanoic acid